C(=C)C1=CC=C2N=C(C(N(C2=C1F)CC1=CC=C(C=C1)OC)=O)NC 7-ethenyl-8-fluoro-1-[(4-methoxyphenyl)methyl]-3-(methylamino)quinoxalin-2-one